ClC=1C=C(C(=O)N2CC(\C(\CC2)=C\C#CC=2C=CC(=NC2)C#N)(C)C)C=CC1 5-{(3E)-3-[1-(3-chlorobenzoyl)-3,3-dimethylpiperidin-4-ylidene]prop-1-yn-1-yl}pyridine-2-carbonitrile